C[C@H]1[C@@H](C[C@H]([C@@H](O1)OCCCCCCCCCCCCCCCCCCC(=O)[O-])O)O The molecule is a monocarboxylic acid anion that is the conjugate base of oscr#34, obtained by deprotonation of the carboxy group; major species at pH 7.3. It is a conjugate base of an oscr#34.